5-[2-Benzyloxy-4-[(4-benzyloxypyrimidin-2-yl)amino]-6-fluoro-phenyl]-1,1-dioxo-1,2,5-thiadiazolidin-3-one C(C1=CC=CC=C1)OC1=C(C(=CC(=C1)NC1=NC=CC(=N1)OCC1=CC=CC=C1)F)N1CC(NS1(=O)=O)=O